C1(CC1)CNC1=NC=CC(=C1)C=1OC=C(N1)C(=O)NC=1C(=NN(C1)C1CCN(CC1)CC1=C(C=CC=C1)N1C(NC(CC1)=O)=O)C(F)F 2-(2-((cyclopropylmethyl)amino)pyridin-4-yl)-N-(3-(difluoromethyl)-1-(1-(2-(2,4-dioxotetrahydropyrimidin-1(2H)-yl)benzyl)piperidin-4-yl)-1H-pyrazol-4-yl)oxazole-4-carboxamide